FC1=C(C=CC=C1)N1N=CC=C1CO 1-(2-fluorophenyl)-1H-pyrazol-5-ylmethanol